O=C1N(C(CC2=CC=CC=C12)=O)CCCCCC1=C(C=NC2=CC(=C(C=C12)OC)OC)C#N 4-(5-(1,3-dioxoisoquinolin-2-yl)pentyl)-6,7-dimethoxyquinoline-3-carbonitrile